3,5-UNDECADIEN-2-ONE CC(C=CC=CCCCCC)=O